3-(Benzyloxycarbonylamino)-2,2-dimethyl-propanoic acid C(C1=CC=CC=C1)OC(=O)NCC(C(=O)O)(C)C